Decanedioic acid chloride C(CCCCCCCCC(=O)Cl)(=O)Cl